5-benzyl-2,3,4,5,6,7-hexahydro-1H-pyrrolo[3,4-c]pyridin-1-one C(C1=CC=CC=C1)N1CC2=C(CC1)C(NC2)=O